N1-((6-Methoxyisoquinolin-1-yl)methyl)-N1-(5,6,7,8-tetrahydroquinolin-8-yl)butane-1,4-diamine COC=1C=C2C=CN=C(C2=CC1)CN(CCCCN)C1CCCC=2C=CC=NC12